2-(3-(3-bromophenyl)-3-(4-ethyl-4H-1,2,4-triazol-3-yl)cyclobutyl)acetonitrile BrC=1C=C(C=CC1)C1(CC(C1)CC#N)C1=NN=CN1CC